BrC=1C2=C(C=NC1Cl)N=CN2[C@@H]2C[C@@H](CCC2)NC2=NC=C(C(=N2)C=2C=NN(C2)CC(F)F)C#N 2-(((1R,3S)-3-(7-bromo-6-chloro-1H-imidazo[4,5-c]pyridin-1-yl)cyclohexyl)amino)-4-(1-(2,2-difluoroethyl)-1H-pyrazol-4-yl)pyrimidine-5-carbonitrile